Cl.Cl.C(C)S(=O)(=O)C=1C=CC(=NC1)CN (5-(ethylsulfonyl)pyridin-2-yl)methylamine dihydrochloride